2-(methylsulfanylmethyl)-N7-[cis-3-(trifluoromethoxy)cyclobutyl]pyrazolo[1,5-a]pyrimidine-3,7-dicarboxamide CSCC1=NN2C(N=CC=C2C(=O)N[C@@H]2C[C@@H](C2)OC(F)(F)F)=C1C(=O)N